1-(3,5-difluorobenzyl)-3-methyl-3,4-dihydro-1H-benzo[c][1,2,6]thiadiazine-7-carboxylic acid 2,2-dioxide FC=1C=C(CN2S(N(CC3=C2C=C(C=C3)C(=O)O)C)(=O)=O)C=C(C1)F